ClC1=CC=C2C(=CC(=NC2=C1Cl)N1[C@@H]([C@H](CC1)O)C(=O)O)N1C=NC=C1 (2S,3S)-1-(7,8-dichloro-4-(1H-imidazol-1-yl)quinolin-2-yl)-3-hydroxypyrrolidine-2-carboxylic acid